C(C)(C)N1N=NC2=C1C=CC(=C2)C2=NOC(=N2)C2=CC(=NC=C2)C 3-(1-isopropyl-1H-benzo[d][1,2,3]triazol-5-yl)-5-(2-methylpyridin-4-yl)-1,2,4-oxadiazole